1-(3-Methylindolin-1-yl)ethanone CC1CN(C2=CC=CC=C12)C(C)=O